ethyl 6-(3-amino-2,6-difluorophenyl)imidazo[1,5-a]pyrazine-1-carboxylate NC=1C(=C(C(=CC1)F)C=1N=CC=2N(C1)C=NC2C(=O)OCC)F